3-phenethylpropylsulfide C(CC1=CC=CC=C1)CCCSCCCCCC1=CC=CC=C1